O1C(NC2=C1C=CC(=C2)C2(NC(=NC=C2C)NC=2C=C(C(=NC2)N2CCN(CC2)C)F)N)=O 4-(benzo[d]oxazolin-2(3H)-one-5-yl)-N2-[3-fluoro-2-(4-methylpiperazin-1-yl)pyridin-5-yl]-5-methyl-2,4-pyrimidinediamine